3-(1H-benzo[d]imidazol-2-yl)-1-(2-(5-(2-fluorobenzyl)pyridin-2-yl)morpholino)propan-1-one N1C(=NC2=C1C=CC=C2)CCC(=O)N2CC(OCC2)C2=NC=C(C=C2)CC2=C(C=CC=C2)F